FC=1C(=CC=2C3=C(N=C(C2C1)NC)COC[C@@H]3NC)F |r| rac-8,9-difluoro-N1,N6-dimethyl-1,4-dihydro-2H-pyrano[3,4-c]Isoquinoline-1,6-diamine